4-ethyl-6-(((3R,5R)-5-fluoro-1-methylpiperidin-3-yl)amino)-3-(4-hydroxybenzo[b]thiophen-5-yl)-1,2,4-triazin-5(4H)-one C(C)N1C(=NN=C(C1=O)N[C@H]1CN(C[C@@H](C1)F)C)C1=C(C2=C(SC=C2)C=C1)O